ClC1=C2N=C(C(N(C2=CC=C1)C1=CC=C(C=C1)CCCC)=O)C(=O)O 5-chloro-1-(4-butylphenyl)-2-oxo-1,2-dihydroquinoxaline-3-carboxylic acid